FC1=C(C=C(C=C1)NC(=O)NC1=CC=C(C=C1)F)C(=O)C=1C=C2N=C(C=NC2=CC1)OC 1-(4-fluoro-3-(3-methoxyquinoxaline-6-carbonyl)phenyl)-3-(4-fluorophenyl)urea